tert-Butyl 2-methyl-2-((4-methyl-3-((1-(naphthalen-1-yl)cyclopropyl)carbamoyl)phenoxy)methyl)azetidine-1-carboxylate CC1(N(CC1)C(=O)OC(C)(C)C)COC1=CC(=C(C=C1)C)C(NC1(CC1)C1=CC=CC2=CC=CC=C12)=O